ClC(CC)C=1N(C(=NN1)C(=O)OCC)COCC[Si](C)(C)C Ethyl 5-(1-chloropropyl)-4-((2-(trimethylsilyl)ethoxy)methyl)-4H-1,2,4-triazole-3-carboxylate